salicylidenesalicyloyl-hydrazine C(C=1C(O)=CC=CC1)=NNC(C=1C(O)=CC=CC1)=O